N1(C=CN=CC=C1)C1=CC=CC=2N(C(N(C21)C)=O)C2C(NC(CC2)=O)=O 3-[4-(1,4-diazepin-1-yl)-3-methyl-2-oxo-benzimidazol-1-yl]Piperidine-2,6-dione